m-((8-iodooctyl)sulfonamido)-L-phenylalanine ICCCCCCCCS(=O)(=O)NC=1C=C(C[C@H](N)C(=O)O)C=CC1